ClC1=CN=C(S1)NC(=O)C1=C(C=CC=C1)OC([C@H](C(C)(C)C)N)=O (S)-[2-[(5-chlorothiazol-2-yl) carbamoyl] phenyl]-2-amino-3,3-dimethylbutyrate